CN1C[C@@H]2[C@H](C1)CCN2C2=C(C=NC=1NC3=C(C=C(C=C3C12)F)NC)C=1C=C2C(C(=CN(C2=NC1)NCC)C(=O)O)=O 6-[4-[cis-5-methyl-2,3,3a,4,6,6a-hexahydropyrrolo[2,3-c]pyrrol-1-yl]-6-fluoro-8-(methylamino)-9H-pyrido[2,3-b]indol-3-yl]-1-(ethylamino)-4-oxo-1,8-naphthyridine-3-carboxylic acid